(S)-2-(tert-butoxycarbonyl)-6-(2,4-dimethylthiazole-5-carbonyl)-2,6-diazaspiro[3.4]octane-8-carboxylic acid C(C)(C)(C)OC(=O)N1CC2(C1)CN(C[C@H]2C(=O)O)C(=O)C2=C(N=C(S2)C)C